C\C(=C/C(=O)O)\C=C\C=C(\C=C\C1=C(CCCC1(C)C)C)/C1=CC=C(C=C1)C (2E,4E,6Z,8E)-3-methyl-7-(4-methylphenyl)-9-(2,6,6-trimethylcyclohexen-1-yl)-2,4,6,8-nonatetraenoic acid